4-(4'-(2-(tert-butoxy)-2-oxoethyl)-[1,1'-biphenyl]-2-yl)-2-oxo-2H-pyran-6-carboxylic acid C(C)(C)(C)OC(CC1=CC=C(C=C1)C1=C(C=CC=C1)C1=CC(OC(=C1)C(=O)O)=O)=O